C1(CC1)NC(=O)C=1N=NC(=CC1)N1[C@H](C2=C(CC1)NC=N2)C2=NN1C(C(=CC=C1)F)=C2 (R)-N-cyclopropyl-6-(4-(4-fluoropyrazolo[1,5-a]pyridin-2-yl)-1,4,6,7-tetrahydro-5H-imidazo[4,5-c]pyridin-5-yl)pyridazine-3-carboxamide